C(#N)\C=C/[C@@H]1C([C@H]1C(=O)OCC1=C(C(=CC(=C1F)F)F)F)(C)C 2,3,5,6-tetrafluorobenzyl (1S,3S)-3-((Z)-2-cyanovinyl)-2,2-dimethylcyclopropanecarboxylate